4-(2-Hydroxyethyl)-1,2-benzenediol OCCC=1C=C(C(=CC1)O)O